C(C)N1N=C(C=C1C=1SC(=C(N1)C1=NC(=CC2=C1C=NN2C)C(=O)N)CNC)C 4-{2-(1-ethyl-3-methyl-1H-pyrazol-5-yl)-5-[(methylamino)methyl]-1,3-thiazol-4-yl}-1-methyl-1H-pyrazolo[4,3-c]pyridine-6-carboxamide